methyl (2S,3S)-2-amino-3-methyl-4-nitro-butanoate N[C@H](C(=O)OC)[C@H](C[N+](=O)[O-])C